C(#N)C=1C=CC(=C(C1)C1=CC(=NC=C1C(=O)NC=1SC=2CN(CCC2N1)C(=O)[C@@H]1OCCC1)C)OC (R)-4-(5-cyano-2-methoxyphenyl)-6-methyl-N-(5-(tetrahydrofuran-2-carbonyl)-4,5,6,7-tetrahydrothiazolo[5,4-c]pyridin-2-yl)nicotinamide